[(3S,9aS)-3-(3-chloro-4-fluoro-phenyl)-3,4,6,7,9,9a-hexahydro-1H-pyrazino[2,1-c][1,4]oxazin-8-yl]-(2-chloro-6-fluoro-3-methoxy-phenyl)methanone ClC=1C=C(C=CC1F)[C@H]1CN2[C@H](CO1)CN(CC2)C(=O)C2=C(C(=CC=C2F)OC)Cl